OC1N(CC1)C(=O)O Hydroxyazetidine-1-carboxylic acid